COC(=O)[C@@H]1C=C(C2=CC(CC(N12)=O)=O)OC (1R,3S)-1-methoxy-5,7-dioxoindolizine-3-carboxylic acid methyl ester